NCC1CCC(CC1)N1C2=NC(=NC=C2N=C1NC1=CC=C(C=C1)C(F)(F)F)NC(C)(C)CC 9-((1s,4s)-4-(aminomethyl)cyclohexyl)-N2-tert-pentyl-N8-(4-(trifluoromethyl)phenyl)-9H-purine-2,8-diamine